COC(C1=C(C(=CC(=C1)C=O)C(F)(F)F)CBr)=O 2-(bromomethyl)-5-formyl-3-(trifluoromethyl)benzoic acid methyl ester